N-(3-amino-2-fluoro-propyl)-6-bromo-pyridine-2-carboxamide NCC(CNC(=O)C1=NC(=CC=C1)Br)F